(2E,4E,6E)-1,1,8,8-tetramethoxy-2,7-dimethyl-2,4,6-octatriene COC(\C(=C\C=C\C=C(\C(OC)OC)/C)\C)OC